(Z)-dodec-7-en-1-yl acetate C(C)(=O)OCCCCCC\C=C/CCCC